ClCC(OCC)(OCC)OCC 2-chloro-1,1,1-triethoxyethane